2-chloro-N-(2-hydrazino-2-oxoethyl)-3,4-dihydroxybenzamide hydrochloride Cl.ClC1=C(C(=O)NCC(=O)NN)C=CC(=C1O)O